5-(6-(Cyclopropylethynyl)-5-((1S,2S)-2-(difluoromethyl)cyclopropyl)pyridazin-3-yl)pyrimidine-2,4(1H,3H)-dione C1(CC1)C#CC1=C(C=C(N=N1)C=1C(NC(NC1)=O)=O)[C@@H]1[C@H](C1)C(F)F